COC=1C=C(C=CC1)C(=C)C=1C=C(C=C(C1NC(C1=CC=CC=C1)=O)C(C)C)C1=CC=CC=C1 N-(3-(1-(3-methoxyphenyl)vinyl)-5-isopropyl-[1,1'-biphenyl]-4-yl)benzamide